C(CCC)C1=NN(C2=NC(=NC(=C21)N)N)C2CC2 butyl-1-cyclopropyl-pyrazolo[3,4-d]pyrimidine-4,6-diamine